FC1(C[C@H]2C([C@H]2C1)C(=O)N)F (1R,5S,6r)-3,3-difluoro-bicyclo[3.1.0]hexane-6-carboxamide